C(C)(=O)N1C[C@@H]2[C@H](C1)CC(C2)C(=O)NC2=NC=C(C(=C2)C=2C=C(N1CC(CC21)(C)C)C#N)Cl (3aR,5s,6aS)-2-acetyl-N-(5-chloro-4-(5-cyano-2,2-dimethyl-2,3-dihydro-1H-pyrrolizin-7-yl)pyridin-2-yl)octahydrocyclopenta[c]pyrrole-5-carboxamide